FCCNC(=O)N1C(COCC1C1=CC=C(C=C1)OC)(C)C N-(2-Fluoroethyl)-5-(4-methoxyphenyl)-3,3-dimethylmorpholine-4-carboxamide